1-(3-methylenepropyl)-3-ethylcarbodiimide Hydrochloride Cl.C=CCCN=C=NCC